S[C@@H](CS(=O)(=O)O)CS |r| racemic-2,3-dimercapto-1-propanesulfonic acid